ClC1=CC(=NC=C1)CNC(C)=O N-((4-chloropyridin-2-yl)methyl)acetamide